(5-(3-(difluoromethyl)phenyl)pyrazin-2-yl)methanol FC(C=1C=C(C=CC1)C=1N=CC(=NC1)CO)F